[N+](=O)([O-])C1=CC=C(C=C1)N1N=C(C2=C1CCOC2)C(=O)OC methyl 1-(4-nitrophenyl)-6,7-dihydro-4H-pyrano[4,3-c]pyrazole-3-carboxylate